FC(OC=1C=NC(=NC1)N1CCC(CC1)N1C=CN(C2=CC=CC=C12)C)F 1-(1-(5-(difluoromethoxy)pyrimidin-2-yl)piperidin-4-yl)-4-methyl-1,4-dihydroquinoxaline